FC1=CC=C(C=C1)[Se]CC1N=C(CC1)C1=CC=CC=C1 2-(((4-fluorophenyl)seleno)methyl)-5-phenyl-3,4-dihydro-2H-pyrrole